(S)-N-(3-(1-((2-ethyl-2H-pyrazolo[3,4-b]pyrazin-6-yl)amino)ethyl)phenyl)-6-fluoro-5-methylnicotinamide C(C)N1N=C2N=C(C=NC2=C1)N[C@@H](C)C=1C=C(C=CC1)NC(C1=CN=C(C(=C1)C)F)=O